C(=C(C)C1=CC=CC=C1)(C1=CC=CC=C1)C1=CC=CC=C1 Prop-1-ene-1,1,2-triyltribenzene